(2-methoxyethoxy)-ethyl glycidyl ether C(C1CO1)OCCOCCOC